N-(5-chloropentyl)hexanamide ClCCCCCNC(CCCCC)=O